3-fluoro-trifluoromethyl-aniline FC=1C=C(NC(F)(F)F)C=CC1